2-chloro-5-(2-methoxyethoxy)-4-(phenylethynyl)pyrimidine ClC1=NC=C(C(=N1)C#CC1=CC=CC=C1)OCCOC